2-((2-((4-morpholinophenyl)amino)-2-oxoethyl)thio)-1H-imidazole-4-carboxylic acid O1CCN(CC1)C1=CC=C(C=C1)NC(CSC=1NC=C(N1)C(=O)O)=O